(2s)-1-(5-[2H,3H-[1,4]dioxino[2,3-b]pyridine-7-sulfonyl]-1H,2H,3H,4H,5H,6H-pyrrolo[3,4-c]pyrrol-2-yl)-3-hydroxy-2-phenylpropan-1-one O1CCOC2=NC=C(C=C21)S(=O)(=O)N2CC1=C(C2)CN(C1)C([C@H](CO)C1=CC=CC=C1)=O